NC1=NN2C(N=CC=C2)=C1C(=O)N[C@@H](C)C=1N(C(C2=C(C=CC=C2C1)C#CC1=CN=C2N1CCN(C2)C(=O)OC(C)(C)C)=O)C2=CC=CC=C2 tert-butyl (S)-3-((3-(1-(2-aminopyrazolo[1,5-a]pyrimidine-3-carboxamido)ethyl)-1-oxo-2-phenyl-1,2-dihydroisoquinolin-8-yl)ethynyl)-5,6-dihydroimidazo[1,2-a]pyrazine-7(8H)-carboxylate